5'-methylcytidine 5'-triphosphate P(O)(=O)(OP(=O)(O)OP(=O)(O)O)OC([C@@H]1[C@H]([C@H]([C@@H](O1)N1C(=O)N=C(N)C=C1)O)O)C